tert-butyl 6-[3-(2,6-dibenzyloxy-3-pyridyl)phenyl]-2,6-diazaspiro[3.3]heptane-2-carboxylate C(C1=CC=CC=C1)OC1=NC(=CC=C1C=1C=C(C=CC1)N1CC2(CN(C2)C(=O)OC(C)(C)C)C1)OCC1=CC=CC=C1